ClC=1C=C(C(=O)N([C@H](CN2CCCC2)C(C)C)C)C=CC1Cl (S)-3,4-Dichloro-N-methyl-N-(3-methyl-1-(pyrrolidin-1-yl)butan-2-yl)benzamide